(S)-4-((4-cyanophenyl)sulfonamido)-N-(3,3-dimethylbutan-2-yl)-1-methyl-3-(tetrahydro-2H-pyran-4-yl)-1H-pyrazole-5-carboxamide C(#N)C1=CC=C(C=C1)S(=O)(=O)NC=1C(=NN(C1C(=O)N[C@@H](C)C(C)(C)C)C)C1CCOCC1